COCCOCCOC=1SC=CN1 2-(2-(2-methoxyethoxy)ethoxy)thiazole